2-(((1r,4r)-4-(((3-Fluorophenyl)(phenyl)carbamoyloxy)methyl)cyclohexyl)methoxy)acetic Acid Sodium Salt [Na+].FC=1C=C(C=CC1)N(C(=O)OCC1CCC(CC1)COCC(=O)[O-])C1=CC=CC=C1